2-(5-amino-4-((2-(dimethylamino)ethyl)(methyl)amino)-2-methoxyphenyl-amino)-4-(bicyclo[1.1.1]pentan-1-ylamino)pyrimidine-5-carbonitrile NC=1C(=CC(=C(C1)NC1=NC=C(C(=N1)NC12CC(C1)C2)C#N)OC)N(C)CCN(C)C